FC=1C=CC=C(C1CN1N=NN=C1C1=CC(=CC=C1)S(F)(F)(F)(F)F)F 3,5-Difluoro-4-[[5-[3-(pentafluoro-lambda6-sulfanyl)phenyl]tetrazol-1-yl]methyl]-benzol